C=S methanthion